C(CCCCCCCCCCC)OC(CCCCCCCCCCC)=O Lauryllaurat